ClC=1C(=C(C=CC1)[C@H]1[C@@H](NC2(CCCCC2)[C@@]12C(NC1=CC(=CC=C21)C)=O)C(=O)O)F (3'R,4'S,5'R)-4'-(3-chloro-2-fluorophenyl)-6''-methyl-2''-oxodispiro[cyclohexane-1,2'-pyrrolidine-3',3''-indoline]-5'-carboxylic acid